(2S,4R)-6-chloro-4-hydroxy-N-(3-{4-[5-(trifluoromethoxy)pyridin-2-yl]-1H-pyrazol-1-yl}bicyclo[1.1.1]pentan-1-yl)-3,4-dihydro-2H-1-benzopyran-2-carboxamide ClC=1C=CC2=C([C@@H](C[C@H](O2)C(=O)NC23CC(C2)(C3)N3N=CC(=C3)C3=NC=C(C=C3)OC(F)(F)F)O)C1